NC1=C(C=C(C=C1)C(C(F)(F)F)(C(F)(F)F)C1=CC(=C(C=C1)N)O)O bis(4-amino-3-hydroxyphenyl)hexafluoropropane